N-[(3S)-5-methyl-4-oxo-2,3-dihydro-1,5-benzoxazepin-3-yl]-6,7-dihydro-5H-pyrrolo[1,2-b][1,2,4]triazole-2-carboxamide CN1C([C@H](COC2=C1C=CC=C2)NC(=O)C=2N=C1N(N2)CCC1)=O